ClC1=CC=C(C=C1)C12C3C2CC(C1B1OC(C(O1)(C)C)(C)C)C3 2-(2-(4-chlorophenyl)tricyclo[2.2.1.02,6]heptan-3-yl)-4,4,5,5-tetramethyl-1,3,2-dioxaborolane